CC1=CC=C(C=C1)OCCC(CC(C)(C)C)C 3,5,5-trimethyl-hexyl 4-methylphenyl ether